ClC1=C(C=CC=C1)C=1N=CN(C1C1CC1)COCC[Si](C)(C)C 2-[[4-(2-chlorophenyl)-5-cyclopropyl-imidazol-1-yl]methoxy]ethyl-trimethyl-silane